C(C)(C)C1=C(C=CC=C1)C1=NC=C(C=N1)C1=NC(=NO1)C1=CC=C(C=C1)C=1N(C=C(N1)C(F)(F)F)C 5-(2-(2-isopropylphenyl)pyrimidin-5-yl)-3-(4-(1-methyl-4-(trifluoromethyl)-1H-imidazol-2-yl)phenyl)-1,2,4-oxadiazole